N-(3-((2-((1-methyl-1H-pyrazol-4-yl)amino)-5-(5-methylpyridin-3-yl)pyrimidin-4-yl)oxy)phenyl)acrylamide CN1N=CC(=C1)NC1=NC=C(C(=N1)OC=1C=C(C=CC1)NC(C=C)=O)C=1C=NC=C(C1)C